C1(CCCCC1)CN1N=CC=2C1=NC(=NC2)NC2=CC=C(C=C2)SCCO 2-((4-((1-(cyclohexylmethyl)-1H-pyrazolo[3,4-d]pyrimidin-6-yl)amino)phenyl)thio)ethan-1-ol